COC1=CC=C(C2=C1NC(=N2)NC(=O)C=2C=NOC2C)C2CCOCC2 5-Methyl-isoxazole-4-carboxylic acid [7-methoxy-4-(tetrahydro-pyran-4-yl)-1H-benzoimidazol-2-yl]-amide